tert-butyl 4-(6-((4-(cyclopropanecarbonyl)-2-fluorobenzyl)oxy)pyridin-2-yl)piperidine-1-carboxylate C1(CC1)C(=O)C1=CC(=C(COC2=CC=CC(=N2)C2CCN(CC2)C(=O)OC(C)(C)C)C=C1)F